C(C)(C)(CC)C=1C=C(C=CC1)O m-t-pentylphenol